N-([1,1'-biphenyl]-4-yl)dibenzo[b,d]thiophen-1-amine C1(=CC=C(C=C1)NC1=CC=CC=2SC3=C(C21)C=CC=C3)C3=CC=CC=C3